(Z)-1-((3-methoxyphenyl)(phenylamino)methylene)-3-phenyl-1,3-dihydro-2H-inden-2-one COC=1C=C(C=CC1)/C(=C\1/C(C(C2=CC=CC=C12)C1=CC=CC=C1)=O)/NC1=CC=CC=C1